FC(OC1=CC=C(C=C1)[C@H](C)NC1=CN=NO1)(F)F (S)-N-(1-(4-(trifluoromethoxy)phenyl)ethyl)-1,2,3-oxadiazol-5-amine